rac-6-(2-((3aR,5r,6aS)-5-benzyl-5-methoxyhexa-hydrocyclopenta[c]pyrrol-2(1H)-yl)-1-hydroxyethyl)-2-fluoropyridin-3-ol C(C1=CC=CC=C1)C1(C[C@@H]2[C@@H](CN(C2)CC(O)C2=CC=C(C(=N2)F)O)C1)OC